6-(2-fluoro-4-(1-methyl-1H-pyrazol-4-yl)benzyl)-N-((1S,2S)-2-hydroxycycloheptyl)-5-oxo-5,6-dihydropyrido[3,4-b]pyrazine-8-carboxamide FC1=C(CN2C(C3=NC=CN=C3C(=C2)C(=O)N[C@@H]2[C@H](CCCCC2)O)=O)C=CC(=C1)C=1C=NN(C1)C